C1(=CC=CC=C1)OP(=O)(OC1=CC=CC=C1)F diphenyl-phosphonofluorine